CC(CC(CCCCCCC)=O)=O Undecane-2,4-dione